ClC=1C=C(C=NC1)C#CC1=CN=CC=2[C@H]3N(C[C@@H](OC21)C3)C(C(C(F)F)(C)C)=O 1-((2S,5S)-9-((5-chloropyridin-3-yl)ethynyl)-2,3-dihydro-2,5-methanopyrido[3,4-f][1,4]oxazepin-4(5H)-yl)-3,3-difluoro-2,2-dimethylpropan-1-one